N-methyl-methylamine CNC